1-(cyclopropylmethyl)-7-fluoro-N-(1-methylcyclopropyl)-2,4-dioxo-1,2,3,4-tetrahydroquinazoline-6-sulfonamide C1(CC1)CN1C(NC(C2=CC(=C(C=C12)F)S(=O)(=O)NC1(CC1)C)=O)=O